C(#N)C=1C(=NC(=C(C1CC)C#N)N1CCC(CC1)N(C)C)SCC1=CC=C(C=C1)NC(C=C)=O N-(4-(((3,5-dicyano-6-(4-(dimethylamino)piperidin-1-yl)-4-ethylpyridin-2-yl)-thio)methyl)phenyl)acrylamide